CC1=CC=C(C=C1)S(=O)(=O)OCC[C@@H]1N(C(C(C1)(CC)CC)=O)C (R)-2-(4,4-diethyl-1-methyl-5-oxopyrrolidin-2-yl)ethyl 4-methylbenzenesulfonate